5-((1E,3E)-4-(6-(tert-butyldimethylsilyloxy)benz[d]thiazole-2-yl)buta-1,3-dienyl)pyridine-2-amine [Si](C)(C)(C(C)(C)C)OC1=CC2=C(N=C(S2)/C=C/C=C/C=2C=CC(=NC2)N)C=C1